CC1=NN=CC2=CC(=CC=C12)N1CCOCC1 4-methyl-7-morpholinophthalazin